COC1=CC=C(COC=2C(=C3C=CC(=CC3=CC2)N=C(C2=CC=CC=C2)C2=CC=CC=C2)C)C=C1 N-(6-((4-methoxybenzyl)oxy)-5-methylnaphthalen-2-yl)-1,1-diphenylmethanimine